NC(COC=1C=C(C=2CC(CC2C1)CNCCC1CN(C(O1)=O)C1=NC2=C(OCC(N2)=O)N=C1)C#N)(C)C 6-(2-amino-2-methylpropoxy)-2-(((2-(2-oxo-3-(3-oxo-3,4-dihydro-2H-pyrazino[2,3-b][1,4]oxazin-6-yl)oxazolidin-5-yl)ethyl)amino)methyl)-2,3-dihydro-1H-indene-4-carbonitrile